1,3-diethyl-8-(2-(6-((tetrahydrofuran-3-yl)oxy)pyridin-3-yl)vinyl)-1H-purine C(C)N1CN(C2=NC(=NC2=C1)C=CC=1C=NC(=CC1)OC1COCC1)CC